C(C1=CC=CC=C1)(C1=CC=CC=C1)N(C=1N(C(C(=C(N1)C(=O)NC=1C=NC=C(C1)F)O)=O)C)C 2-(benzhydryl(methyl)amino)-N-(5-fluoropyridin-3-yl)-5-hydroxy-1-methyl-6-oxo-1,6-dihydropyrimidine-4-carboxamide